octyl-7,7,9,9-tetramethyl-1,3,8-triazaspiro[4.5]decan-2,4-dione C(CCCCCCC)N1C(NC(C12CC(NC(C2)(C)C)(C)C)=O)=O